1-(5-phenyl-1,3,4-thiadiazol-2-yl)propan-2-amine C1(=CC=CC=C1)C1=NN=C(S1)CC(C)N